3-(2-chloro-6-methyl-4-pyridinyl)-2-(3-cyanophenyl)-N-[(1S)-2-hydroxy-1,2-dimethyl-propyl]pyrazolo[1,5-a]pyrimidine-5-carboxamide ClC1=NC(=CC(=C1)C=1C(=NN2C1N=C(C=C2)C(=O)N[C@H](C(C)(C)O)C)C2=CC(=CC=C2)C#N)C